FC(C1=NN2C(C=C(C(=C2)C=2CC=NCC2)C)=N1)F 4-(2-(difluoromethyl)-7-methyl-[1,2,4]triazolo[1,5-a]pyridin-6-yl)-3,6-dihydropyridin